3-oxopentanenitrile O=C(CC#N)CC